4-(7-(2-((tert-butoxycarbonyl)amino)-7-fluorobenzo[d]thiazol-4-yl)-6-chloro-3-cyano-8-fluoro-2-((Trimethylsilyl)ethynyl)quinolin-4-yl)piperazine-1-carboxylate C(C)(C)(C)OC(=O)NC=1SC2=C(N1)C(=CC=C2F)C2=C(C=C1C(=C(C(=NC1=C2F)C#C[Si](C)(C)C)C#N)N2CCN(CC2)C(=O)[O-])Cl